ClC1=CC(=NC(=C1)C=1C=NN2C1C=C(C=C2)C(F)(F)F)N2CCN(CC2)C(=O)OC(C)(C)C tert-butyl 4-(4-chloro-6-(5-(trifluoromethyl)pyrazolo[1,5-a]pyridin-3-yl) pyridin-2-yl)piperazine-1-carboxylate